BrC=1C=C(C=C(C1)NS(=O)(=O)C)NC(=O)C=1C=NN(C1)C1=C(C=CC=C1)C(C(F)(F)F)O N-(3-bromo-5-methanesulfonamidophenyl)-1-[2-(2,2,2-trifluoro-1-hydroxyethyl)phenyl]-1H-pyrazole-4-carboxamide